(S)-2-[4-bromo-2-(1,1-difluoroethyl)phenoxy]-4-fluorobutyric acid BrC1=CC(=C(O[C@H](C(=O)O)CCF)C=C1)C(C)(F)F